3-[5-(chloromethyl)-1,3,4-thiadiazol-2-yl]-2-acetamido-3,3-difluoropropionic acid ethyl ester C(C)OC(C(C(F)(F)C=1SC(=NN1)CCl)NC(C)=O)=O